C1(CC1)N1CCN(CC1)C1CCN(CC1)C1=C(C=C(C(=C1)OC)NC1=NC=NC(=C1)N1OCCC1C1=CC(=CC=C1)C1=COC=C1)NC(C=C)=O N-(2-(4-(4-cyclopropylpiperazin-1-yl)piperidin-1-yl)-5-((6-(3-(3-(furan-3-yl)phenyl)-isoxazolidin-2-yl)-pyrimidin-4-yl)-amino)-4-methoxy-phenyl)acrylamide